1-methyl-4-prop-2-ylcyclohexa-1,3-diene CC1=CC=C(CC1)C(C)C